C(C)(C)(C)OC(=O)N1CC2=NNC(=C2C1)C=C 3-vinyl-4,6-dihydropyrrolo[3,4-c]pyrazole-5(2H)-carboxylic acid tert-butyl ester